COC(CCCC(=O)[O-])C 3-Methoxy-ω-butylacetat